N[C@@H](C(=O)NC1=CC(=C(C=C1)C1=C2C(=NC=C1)NC=C2)C(F)(F)F)CC2=CC=CC=C2 (2R)-2-Amino-3-phenyl-N-[4-(1H-pyrrolo[2,3-b]pyridin-4-yl)-3-(trifluoromethyl)phenyl]propanamide